CC(CCC(C)S)CCCC 5-methyl-2-mercapto-nonane